2-(4-bromo-2-chloro-5-methyl-phenyl)acetic acid BrC1=CC(=C(C=C1C)CC(=O)O)Cl